6-[({2-chloro-5-[(2-ethoxyethoxy)methyl]phenyl}carbonyl)amino]-N-(3-chloro-2-methylphenyl)-2-(methoxymethyl)-1H-benzimidazole-4-carboxamide ClC1=C(C=C(C=C1)COCCOCC)C(=O)NC=1C=C(C2=C(NC(=N2)COC)C1)C(=O)NC1=C(C(=CC=C1)Cl)C